C(C)C=1C(NC=2C=C(C=NC2C1)CN1CCN(CC1)C1=C(C=C(C(=O)NC[C@@H](C)O)C=C1)F)=O (R)-4-(4-((7-ethyl-6-oxo-5,6-dihydro-1,5-naphthyridin-3-yl)methyl)piperazin-1-yl)-3-fluoro-N-(2-hydroxypropyl)benzamide